Methyl 2-(6-chloro-1-(cyclopropylmethyl)-1H-pyrrolo[2,3-b]pyridin-2-yl)-4-chloro-3-methylpyrazolo[1,5-a]pyridine-6-carboxylate ClC1=CC=C2C(=N1)N(C(=C2)C2=NN1C(C(=CC(=C1)C(=O)OC)Cl)=C2C)CC2CC2